N-hydroxy-5-norbornene-2,3-dicarboximide perfluoro-i-butanesulfonate FC(C(C(F)(F)F)(C(F)(F)F)F)(S(=O)(=O)O)F.ON1C(=O)C2C3C=CC(C2C1=O)C3